3-[1-(morpholin-4-carbonyl)pyrrolidin-2-yl]-1-(1,3-thiazol-4-carbonyl)-1H-pyrazol-5-amine N1(CCOCC1)C(=O)N1C(CCC1)C1=NN(C(=C1)N)C(=O)C=1N=CSC1